(9H-fluoren-9-yl)methyl 6-methyl-4,7-dioxohexahydro-2H-pyrazino[1,2-a]pyrimidine-1(6H)-carboxylate CC1C(NCC2N1C(CCN2C(=O)OCC2C1=CC=CC=C1C=1C=CC=CC21)=O)=O